[7-[trans-3-[(azepin-1-yl)methyl]cyclobutyl]-5-(3-benzyloxyphenyl)-7H-pyrrolo[2,3-d]pyrimidin-4-yl]amine N1(C=CC=CC=C1)C[C@@H]1C[C@H](C1)N1C=C(C2=C1N=CN=C2N)C2=CC(=CC=C2)OCC2=CC=CC=C2